C(C=C)N1NC2=NC(=NC=C2C1=O)SC 2-allyl-6-(methylsulfanyl)-1,2-dihydro-3H-pyrazolo[3,4-d]pyrimidin-3-one